5-isopropyl-2-(piperidin-4-yl)-1,3-benzoxazole C(C)(C)C=1C=CC2=C(N=C(O2)C2CCNCC2)C1